sodium acetyl carbonate C(OC(C)=O)([O-])=O.[Na+]